ClC=1C=C2/C(/C(NC2=CC1)=O)=C/C1=C(C(=CN1)NC(CCN1CCCC1)=O)C (Z)-N-(5-((5-chloro-2-oxindol-3-ylidene)methyl)-4-methyl-1H-pyrrol-3-yl)-3-(pyrrolidin-1-yl)propanamide